O1C(COCC1)COC=1C=NC=CC1C1=C(C=2C(NCCC2N1)=O)NC1=C(C(=CC=C1)F)C 2-[3-(1,4-Dioxan-2-ylmethoxy)-4-pyridinyl]-3-(3-fluoro-2-methyl-anilino)-1,5,6,7-tetrahydropyrrolo[3,2-c]pyridin-4-one